CC1=NOC(=C1COC1=NC=CC(=N1)C1=CC=CC=C1)C1=CC=C(O[C@H]2C[C@H](CCC2)C(=O)O)C=C1 |r| (±)-Cis-3-(4-(3-Methyl-4-(((4-phenylpyrimidin-2-yl)oxy)methyl)isoxazol-5-yl)phenoxy)cyclohexanecarboxylic Acid